[K+].FC(C(C(C(F)(F)F)(F)F)(F)F)(S(=O)(=O)[O-])F Perfluorobutanesulfonic acid potassium salt